ethyleneglycol bis(sulfosuccinimidyl succinate) S(=O)(=O)(O)C(C(=O)O)(CC(=O)O)N1C(CCC1=O)=O.S(=O)(=O)(O)C(C(=O)O)(CC(=O)O)N1C(CCC1=O)=O.C(CO)O